CC=1C(=NC(=NC1)NC1COCCC1)N1C=C(C=C1)C(=O)NC(CO)C1=CC=CC=C1 1-(5-methyl-2-((tetrahydro-2H-pyran-3-yl)amino)pyrimidin-4-yl)-N-(2-hydroxy-1-phenylethyl)-1H-pyrrole-3-carboxamide